ClC=1C(=C(C=CC1)NC(=S)C=1C(NCCC1NCC1=C(C=NC=C1)OCC1(OCC1)C)=O)CC N-(3-chloro-2-ethylphenyl)-4-[({3-[(2-methyloxetan-2-yl)methoxy]pyridin-4-yl}methyl)amino]-2-oxo-1,2,5,6-tetrahydropyridine-3-carbothioamide